rac-N-[(6S,7R)-2-ethyl-7-({[1-(5-fluoro-4-methoxypyrimidin-2-yl)piperidin-4-yl]oxy}methyl)-4,5,6,7-tetrahydropyrazolo[1,5-a]pyridin-6-yl]methanesulfonamide C(C)C1=NN2C(CC[C@@H]([C@@H]2COC2CCN(CC2)C2=NC=C(C(=N2)OC)F)NS(=O)(=O)C)=C1 |r|